CC(CCO)O 1-methyl-1,3-propanediol